(R)-N-(8-methylisoquinolin-1-yl)-N-(piperidin-3-yl)quinoline-7-carboxamide CC=1C=CC=C2C=CN=C(C12)N(C(=O)C1=CC=C2C=CC=NC2=C1)[C@H]1CNCCC1